P(=O)(OC[C@@H](COC(CCCCCCCCCCCCCCC)=O)OC(CCCCCCC\C=C/CCCCCCCC)=O)(OCC[N+](C)(C)C)[O-] [(2R)-3-hexadecanoyloxy-2-[(Z)-octadec-9-enoyl]oxypropyl] 2-(trimethylazaniumyl)ethyl phosphate